6-(1,3-benzothiazol-6-yl)-N-[(1S)-1-[3-(1-ethyl-1H-pyrazol-4-yl)phenyl]ethyl]-2-methylpyrimidin S1C=NC2=C1C=C(C=C2)C2=CC=NC(N2[C@@H](C)C2=CC(=CC=C2)C=2C=NN(C2)CC)C